C(C1=CC=CC=C1)N1C(CCC2=CC(=CC=C12)NC(OC(C)(C)C)=O)=O tert-butyl (1-benzyl-2-oxo-1,2,3,4-tetrahydroquinolin-6-yl)carbamate